4-(4-amino-6-(4-(2-fluoroacrylamido)phenyl)pyrazolo[5,1-f][1,2,4]triazin-5-yl)-N-(3,3-difluorocyclobutyl)benzamide NC1=NC=NN2C1=C(C(=N2)C2=CC=C(C=C2)NC(C(=C)F)=O)C2=CC=C(C(=O)NC1CC(C1)(F)F)C=C2